2-(piperidin-3-yl)oxazole N1CC(CCC1)C=1OC=CN1